C1(=CC=CC=C1)CNC([O-])=O Phenylmethylcarbamat